2-[(4-{6-[(4-cyano-2-fluorobenzyl)oxy]pyridin-2-yl}piperidin-1-yl)methyl]-1-(tetrahydrofuran-3-ylmethyl)-1H-benzimidazole-6-carboxylic acid C(#N)C1=CC(=C(COC2=CC=CC(=N2)C2CCN(CC2)CC2=NC3=C(N2CC2COCC2)C=C(C=C3)C(=O)O)C=C1)F